ClC=1C=C2C3=C(NC2=CC1)C(=NCC3)C=C3CCCCC3 6-chloro-1-(cyclohexylidenemethyl)-4,9-dihydro-3H-pyrido[3,4-b]indole